1-N-pentyl-2-piperidone C(CCCC)N1C(CCCC1)=O